S(=O)(=O)([O-])[O-].NCCC[N+](C)(C)CC.NCCC[N+](CC)(C)C aminopropyl-ethyl-dimethylammonium sulfate